(1S)-2,2-difluoro-N-(4-methyl-3-pyridin-2-ylphenyl)cyclopropane-1-carboxamide FC1([C@@H](C1)C(=O)NC1=CC(=C(C=C1)C)C1=NC=CC=C1)F